Ureidoglutaric acid C(CC(=O)O)[C@@H](C(=O)O)NC(=O)N